1H-tetrazolium diisopropyl-ammonium salt C(C)(C)[NH2+]C(C)C.[NH2+]1N=NN=C1